urea hydrazone NC(N)=NN